N1=CN=CC2=C1N1C(=C2)C(N=CC12CCCCC2)=O 6'H-spiro(cyclohexane-1,9'-pyrazino(1',2':1,5)pyrrolo(2,3-d)pyrimidin)-6'-one